phosphonic acid lithium salt [Li+].P([O-])([O-])=O.[Li+]